CC1=C(C=CC=C1N1C=NC2=CC=CC=C2C1=O)C1=C2C=C(NC2=C(C=C1)C(=O)N)C=1CCNCC1 4-(2-methyl-3-(4-oxoquinazolin-3(4H)-yl)phenyl)-2-(1,2,3,6-tetrahydropyridin-4-yl)-1H-indole-7-carboxamide